FC1=C(C(=CC(=C1)CN[C@@H]1CN(CCC1)CCC(C)C)O)N1CC(NS1(=O)=O)=O 5-[2-fluoro-6-hydroxy-4-[[[(3S)-1-isopentyl-3-piperidyl]amino]methyl]phenyl]-1,1-dioxo-1,2,5-thiadiazolidin-3-one